(S)-N-(7-((3,3-difluoro-1-hydroxycyclobutyl)ethynyl)-5-methyl-4-oxo-2,3,4,5-tetrahydropyrido[3,2-b][1,4]oxazepin-3-yl)-4-phenoxypyridineamide FC1(CC(C1)(O)C#CC=1C=CC=2OC[C@@H](C(N(C2N1)C)=O)NC(=O)C1=NC=CC(=C1)OC1=CC=CC=C1)F